Methyl 3-(5-((4-hydroxypiperidin-4-yl)methyl)-4-oxo-4,5-dihydro-1H-pyrazolo[3,4-d]pyrimidin-1-yl)benzoate trifluoroacetic acid salt FC(C(=O)O)(F)F.OC1(CCNCC1)CN1C=NC2=C(C1=O)C=NN2C=2C=C(C(=O)OC)C=CC2